5-chloro-N-(3-(1-(4,5-dimethyl-1-((2-(trimethylsilyl)ethoxy)methyl)-1H-imidazol-2-yl)imidazo[1,5-a]pyridin-6-yl)-2,4-difluorophenyl)-2-methylpyridine-3-sulfonamide ClC=1C=C(C(=NC1)C)S(=O)(=O)NC1=C(C(=C(C=C1)F)C=1C=CC=2N(C1)C=NC2C=2N(C(=C(N2)C)C)COCC[Si](C)(C)C)F